2,6-diaminomethylcyclohexane NCC1CC(CCC1)CN